1-((2-(2,4-difluorophenyl)oxirane-2-yl)methyl)-1H-1,2,4-triazole FC1=C(C=CC(=C1)F)C1(OC1)CN1N=CN=C1